Ethyl 3-(1',3-dimethyl-3',5-dioxo-1-phenyl-1,5-dihydro-3'H-spiro[pyrazole-4,9'-pyrazolo[1,2-a]indazol]-2'-yl)-4-hydroxybenzoate CC1=C(C(N2N1C1(C=3C=CC=CC23)C(=NN(C1=O)C1=CC=CC=C1)C)=O)C=1C=C(C(=O)OCC)C=CC1O